sodium (S)-3-(2',4'-difluorobiphenyl-4-yl)-3-(3-(1,5-dimethyl-4-oxido-2-oxo-1,2-dihydropyridin-3-yl)ureido)propanoate FC1=C(C=CC(=C1)F)C1=CC=C(C=C1)[C@H](CC(=O)[O-])NC(=O)NC=1C(N(C=C(C1[O-])C)C)=O.[Na+].[Na+]